FC(C1=C2CN(C(C2=CC(=C1)CNC1(CCC1)C)=O)C1=CC(=CC=C1)C1(CC2(COC2)C1)C1=NN=CN1C)F 4-(difluoromethyl)-2-(3-(6-(4-methyl-4H-1,2,4-triazol-3-yl)-2-oxaspiro[3.3]heptan-6-yl)phenyl)-6-(((1-methylcyclobutyl)amino)methyl)isoindolin-1-one